C(C1=CC=CC=C1)OC1=NC(=CC(=C1CO)C)C (2-benzyloxy-4,6-dimethylpyridin-3-yl)methanol